C(N)(=O)C1=NN(C(=C1)C)C1=CC=C(CC2=CC=C(C=C2)C2=CC=C(C=C2)C(=O)N2C[C@@H](N(CC2)C(=O)OC(C)(C)C)CO)C=C1 tert-butyl (R)-4-(4'-(4-(3-carbamoyl-5-methyl-1H-pyrazol-1-yl)benzyl)-[1,1'-biphenyl]-4-carbonyl)-2-(hydroxymethyl)piperazine-1-carboxylate